C(C1=CC=CC=C1)N1CCN(CC1)C1=CC=C(C=N1)C=1C=2N(C=C(C1)C=1C=NN(C1)C[C@H](CO)C)N=CC2C#N (R)-4-(6-(4-benzylpiperazin-1-yl)pyridin-3-yl)-6-(1-(3-hydroxy-2-methylpropyl)-1H-pyrazol-4-yl)pyrazolo[1,5-a]pyridine-3-carbonitrile